(R)-1-(5-(6-chloro-7-fluoro-3-(1H-imidazol-1-yl)-5-methoxy-1-methyl-1H-indol-2-yl)-4H-1,2,4-triazol-3-yl)-N-(2-methoxyethyl)ethan-1-amine ClC1=C(C=C2C(=C(N(C2=C1F)C)C=1NC(=NN1)[C@@H](C)NCCOC)N1C=NC=C1)OC